5-amino-8-[2-(hydroxymethyl)-6-methyl-4-pyridyl]-2-[(5-methyloxazol-4-yl)methyl]-7-(2,3,4,5,6-pentadeuteriophenyl)-[1,2,4]triazolo[4,3-c]pyrimidin-3-one NC1=NC(=C(C=2N1C(N(N2)CC=2N=COC2C)=O)C2=CC(=NC(=C2)C)CO)C2=C(C(=C(C(=C2[2H])[2H])[2H])[2H])[2H]